C(OC(COOC(C)(C)CCCC)(C)C)([O-])=O t-heptylperoxy-t-butyl monocarbonate